Aluminum-tin-zinc oxide [O-2].[Zn+2].[Sn+4].[Al+3]